5-ethyl-[1,2,4]triazolo[1,5-a]pyrimidin-7(4H)-one C(C)C=1NC=2N(C(C1)=O)N=CN2